bis(di(3,4-epoxycyclohexyl)methyl)adipic acid C1(CC2C(CC1)O2)C(C2CC1C(CC2)O1)C(C(=O)O)(CCCC(=O)O)C(C1CC2C(CC1)O2)C2CC1C(CC2)O1